COC(=O)C1=CC2=C(S1)C=C(C(=C2)OC)OC 5,6-dimethoxybenzo[b]thiophene-2-carboxylic acid methyl ester